FC(C(=O)[O-])(F)F.COC(=O)C1=CC=C(C=C1)C1[NH2+]CCN(C1)S(=O)(=O)C1=C(C=CC=C1)[N+](=O)[O-] 2-(4-(Methoxycarbonyl)phenyl)-4-((2-nitrophenyl)sulfonyl)piperazin-1-ium 2,2,2-trifluoroacetate